Cl.N1(CCC2=CC=CC=C12)C(=O)N indoline-1-carboxamide hydrochloride